ClC=1C(N(N=CC1NCC1COCCC1)C1CCN(CC1)S(=O)(=O)C1=CC=C(C=C1)F)=O 4-chloro-2-(1-((4-fluorophenyl)sulfonyl)piperidin-4-yl)-5-(((tetrahydro-2H-pyran-3-yl)methyl)amino)pyridazin-3(2H)-one